3-(8-(5-((3,4-dichlorophenyl)difluoromethyl)-1,3,4-oxadiazol-2-yl)-6-(thiazol-5-ylmethyl)-2,6-diazaspiro[3.4]octan-2-yl)-2,2-dimethyl-3-oxopropanenitrile ClC=1C=C(C=CC1Cl)C(C1=NN=C(O1)C1CN(CC12CN(C2)C(C(C#N)(C)C)=O)CC2=CN=CS2)(F)F